BrC=1N(C=C(N1)C)C1=C(C=CC=C1F)F 2-bromo-1-(2,6-difluorophenyl)-4-methyl-1H-imidazole